C(CCCCC)(=O)OCCCC(C)C isohexyl n-hexanoate